3,5-bis(difluoromethyl)-1,4,7-triphenyl-hexahydro-4,8-epoxypyrazolo[4,3-F]indazol-8-ol FC(C1NN(C2C3(C4C(C(C12)(O3)C3=CC=CC=C3)C(NN4C4=CC=CC=C4)C(F)F)O)C4=CC=CC=C4)F